(Z)-3-Chloro-6-hydrazinylidene-4,5-dimethyl-1,6-dihydropyridazine ClC1=NN\C(\C(=C1C)C)=N/N